C1(=CC=CC=C1)C1=CC(=NC(=N1)C1CCNCC1)NC1=CC=C2C=CNC2=C1 N-(6-phenyl-2-(piperidin-4-yl)pyrimidin-4-yl)-1H-indol-6-amine